rac-2-(((4R,5R)-7-ethyl-4-(4-fluorophenyl)-6-oxo-1-phenyl-5-(3-(trifluoromethyl)benzamido)-4,5,6,7-tetrahydro-1H-pyrazolo[3,4-b]pyridin-3-yl)methyl)acrylic acid C(C)N1C2=C([C@H]([C@H](C1=O)NC(C1=CC(=CC=C1)C(F)(F)F)=O)C1=CC=C(C=C1)F)C(=NN2C2=CC=CC=C2)CC(C(=O)O)=C |r|